ClC1=C(C=CC=C1OC)NC=1C=C2C(=NC1C)N(N=C2)C=2C=C(SC2)C(=O)NC 4-(5-((2-chloro-3-methoxyphenyl)amino)-6-methyl-1H-pyrazolo[3,4-b]pyridin-1-yl)-N-methylthiophene-2-carboxamide